6-(3,4-dimethylpyrimido[4',5':4,5]thieno[2,3-c]pyridazin-8-yl)-2-oxa-6-azaspiro[3.3]heptane CC1=C(C2=C(N=N1)SC1=C2N=CN=C1N1CC2(COC2)C1)C